N-(5-(2,4-difluorophenoxy)pyridin-2-yl)-2-(2-(6-methoxypyridin-3-yl)morpholino)propanamide FC1=C(OC=2C=CC(=NC2)NC(C(C)N2CC(OCC2)C=2C=NC(=CC2)OC)=O)C=CC(=C1)F